O[C@@H](CCNC(=O)C=1C=NC(=C(C1)C1=NN(C=C1)C)OC1=CC=C(C=C1)C(F)(F)F)C |o1:1| N-[(3R) or (3S)-3-hydroxybutyl]-5-(1-methyl-1H-pyrazol-3-yl)-6-[4-(trifluoromethyl)phenoxy]pyridine-3-carboxamide